CN1CCN(CC1)C(CC=1SC(=CC1)C1=CC=CC=C1)=O 1-(4-methylpiperazin-1-yl)-2-(5-phenylthiophen-2-yl)ethan-1-one